benzyl (trans-2-(3-methoxyphenyl)-5-oxopyrrolidin-3-yl)carbamate COC=1C=C(C=CC1)[C@@H]1NC(C[C@H]1NC(OCC1=CC=CC=C1)=O)=O